C(=CC)C(C1=CC=CC=C1)(C=CC)C=CC tripropenyltoluene